4-(2-methyl-5-nitro-3-(trifluoromethoxy)benzyl)morpholine tert-butyl-4-(6-tributylstannyl-2-pyridyl)piperidine-1-carboxylate C(C)(C)(C)OC(=O)N1CCC(CC1)C1=NC(=CC=C1)[Sn](CCCC)(CCCC)CCCC.CC1=C(CN2CCOCC2)C=C(C=C1OC(F)(F)F)[N+](=O)[O-]